C1(CC1)CN1N=C(C=C1)OC=1C=CC(=C(C1)C(C)=O)F 1-(5-{[1-(cyclopropylmethyl)pyrazol-3-yl]oxy}-2-fluorophenyl)ethanone